NC1=NC(=NC=C1C(=O)OCCO)N1CCN(CC1)C1=NC=CC=C1 2-Hydroxyethyl 4-amino-2-(4-(pyridin-2-yl)piperazin-1-yl)pyrimidine-5-carboxylate